NCCOCCOCCC(=O)NC1=C(C(=O)NC2=NC=C(C=C2)Cl)C=CC=C1 2-(3-(2-(2-Aminoethoxy)ethoxy)propanamido)-N-(5-chloropyridin-2-yl)benzamide